COC1=C(N=CN(C1=O)C)C(=O)[O-] 5-methoxy-1-methyl-6-oxo-1,6-dihydropyrimidine-4-carboxylate